C(C)(C)(C)OC(=O)NCCNC1=CC=C(C=C1)C(C(=O)ON1C(CCC1=O)=O)C1=CC=CC=C1 2,5-dioxopyrrolidin-1-yl 2-(4-((2-((tert-butoxycarbonyl)amino)ethyl)amino)phenyl)-2-phenylacetate